OC(C)(P(O)(O)=O)P(O)(O)=O 1-hydroxyethane-1,1-diyl-bisphosphonic acid